ClCC(=O)N1CC(C1)([2H])O 2-Chloro-1-(3-hydroxyazetidine-1-yl-3-d)ethan-1-one